2-Methoxy-N-(4-phenylbutyl)-1H-imidazole-1-carboxamide COC=1N(C=CN1)C(=O)NCCCCC1=CC=CC=C1